3-((1R,3R,3aS,8bR)-3a-(4-chlorophenyl)-3-(3-fluorophenyl)-8b-hydroxy-6,8-dimethoxy-2,3,3a,8b-tetrahydro-1H-cyclopenta[b]benzofuran-1-yl)-1,1-dimethylurea ClC1=CC=C(C=C1)[C@]12OC3=C([C@]1([C@@H](C[C@@H]2C2=CC(=CC=C2)F)NC(N(C)C)=O)O)C(=CC(=C3)OC)OC